[(phenyl)(dimethylfluorenyl)triazinylphenyl]dibenzofuran C1(=CC=CC=C1)C1=C(C(=C(C=C1)C1=CC=CC=2OC3=C(C21)C=CC=C3)C3=NN=NC=C3)C3=C(C(=CC=2C1=CC=CC=C1CC32)C)C